2-(2-fluorophenyl)-3-(pyridin-4-yl)-4,5,6,7-tetrahydropyrazolo[1,5-a]pyrazine hydrogen chloride Cl.FC1=C(C=CC=C1)C1=NN2C(CNCC2)=C1C1=CC=NC=C1